C1CNCCC2=C1C=CC(=C2)O 2,3,4,5-tetrahydro-1H-3-benzazepin-7-ol